dimethyl-N-(1-methyl-1H-pyrazol-4-yl)hexanamide CC(C(=O)NC=1C=NN(C1)C)(CCCC)C